{5-methoxy-4H,5H,6H,7H-pyrazolo[1,5-a]pyridin-3-yl}-4-azaspiro[2.5]octane-7-carboxamide COC1CC=2N(CC1)N=CC2C2CC21NCCC(C1)C(=O)N